8,8-bis(((tert-butyldimethylsilyl)oxy)methyl)-3-chloro-6,7,8,9,9a,10-hexahydro-1H-pyrido[1',2':3,4]imidazo[1,2-c]pyrimidin-1-one [Si](C)(C)(C(C)(C)C)OCC1(CC2N(C=3N(C(N=C(C3)Cl)=O)C2)CC1)CO[Si](C)(C)C(C)(C)C